1-(7-cyclopropylpyrazolo[1,5-a]pyrimidin-6-yl)-3-[6-[5-[4-[4-[2-(2,6-dioxo-3-piperidyl)-1-oxo-isoindolin-5-yl]piperazin-1-yl]-4-oxo-butyl]-1,2,4-oxadiazol-3-yl]-5-methyl-3-pyridyl]urea C1(CC1)C1=C(C=NC=2N1N=CC2)NC(=O)NC=2C=NC(=C(C2)C)C2=NOC(=N2)CCCC(=O)N2CCN(CC2)C=2C=C1CN(C(C1=CC2)=O)C2C(NC(CC2)=O)=O